1-(4-(3,4-dichlorophenyl)-5-(isopropylsulfanyl)thiazol-2-yl)-3-methyl-4-(pyrazolo[1,5-a]pyridin-3-yl)-1H-pyrazole-5-carboxylic acid ClC=1C=C(C=CC1Cl)C=1N=C(SC1SC(C)C)N1N=C(C(=C1C(=O)O)C=1C=NN2C1C=CC=C2)C